C1(CC1)C=1C(=C(C=2N=C(N=CC2N1)OC1CCOCC1)O[C@@H](C)C1=CC=CC=C1)C1=C2C=NN(C2=CC(=C1C)F)C1OCCCC1 6-cyclopropyl-7-[6-fluoro-5-methyl-1-(oxane-2-yl)-1H-indazol-4-yl]-2-[(oxan-4-yl)oxy]-8-[(1S)-1-phenylethoxy]pyrido[3,2-d]pyrimidine